3-Boc-3-azabicyclo[3.1.1]heptane-1-carboxylic acid C(=O)(OC(C)(C)C)N1CC2(CC(C1)C2)C(=O)O